rac-tert-butyl (3R)-pyrrolidine-3-carboxylate N1C[C@@H](CC1)C(=O)OC(C)(C)C |r|